N-(2-(1-((5-(2,6-dioxopiperidin-3-yl)-2-fluoropyridin-3-yl)methyl)piperidin-4-yl)-6-(2-hydroxypropane-2-yl)-2H-indazol-5-yl)-6-(trifluoromethyl)nicotinamide O=C1NC(CCC1C=1C=C(C(=NC1)F)CN1CCC(CC1)N1N=C2C=C(C(=CC2=C1)NC(C1=CN=C(C=C1)C(F)(F)F)=O)C(C)(C)O)=O